(1R,3s,5S,6r)-3-(4-Bromo-1-oxoisoindolin-2-yl)-N-(3-methoxy-4-methylphenyl)bicyclo[3.1.0]hexane-6-carboxamide BrC1=C2CN(C(C2=CC=C1)=O)C1C[C@H]2C([C@H]2C1)C(=O)NC1=CC(=C(C=C1)C)OC